4-(2-(6-(5-(4-fluoro-2-(4-isopropylpyrimidin-5-yl)phenoxy)pyrimidin-4-yl)-2,6-diazaspiro[3.4]octan-2-yl)-2-oxoethyl)benzonitrile FC1=CC(=C(OC=2C(=NC=NC2)N2CC3(CN(C3)C(CC3=CC=C(C#N)C=C3)=O)CC2)C=C1)C=1C(=NC=NC1)C(C)C